C(C#C)OCCOCCOCCN1N=CC(=C1)C(=O)OC Methyl 1-(2-(2-(2-(prop-2-yn-1-yloxy)ethoxy)ethoxy)ethyl)-1H-pyrazole-4-carboxylate